FC(C1CCC(CC1)NC(=O)C1=NC(=NC(=C1)C(F)(F)F)C1=CN=CN1C)F N-(4-(difluoromethyl)cyclohexyl)-2-(1-methyl-1H-imidazol-5-yl)-6-(trifluoromethyl)pyrimidine-4-carboxamide